t-Butoxykalium C(C)(C)(C)O[K]